C(C)OC1=CC=C(C=N1)C1=C(C=C(C=C1)C1N(CCC(C1)C)C(=O)N)C=1N=NN(N1)C(C1=CC=CC=C1)(C1=CC=CC=C1)C1=CC=CC=C1 (4-(6-ethoxypyridin-3-yl)-3-(2-trityl-2H-tetrazol-5-yl)phenyl)-4-methylpiperidine-1-carboxamide